NC1=NC=C(C=N1)C1=C2C(N(C(=NC2=CC=C1)[C@H](C)NC1=NC=NC2=CC=C(C=C12)C#N)C1=CC=CC=C1)=O (S)-4-((1-(5-(2-aminopyrimidin-5-yl)-4-oxo-3-phenyl-3,4-dihydroquinazolin-2-yl)ethyl)amino)quinazoline-6-carbonitrile